4-methoxy-N-[(Z,1R)-1-methyl-3-methylsulfonyl-allyl]piperidine-4-carboxamide, 4-methylbenzenesulfonic acid salt CC1=CC=C(C=C1)S(=O)(=O)O.COC1(CCNCC1)C(=O)N[C@@H](\C=C/S(=O)(=O)C)C